6-[4-[acetyl(cyclopropylmethyl)amino]-3-chloro-phenyl]-N-[(3-fluorophenyl)methyl]pyridine-3-carboxamide C(C)(=O)N(C1=C(C=C(C=C1)C1=CC=C(C=N1)C(=O)NCC1=CC(=CC=C1)F)Cl)CC1CC1